potassium-silver [Ag].[K]